CNCCC1=CNC2=CC=CC=C12 N-methyltryptamine